NCC(=O)[O-].[NH4+] ammonium glycinat